C1(CC1)CC=1C(=NC2=CC(=CC=C2C1)OC[C@H]1S[C@H]([C@@H]2OC(O[C@@H]21)(C)C)N2C=CC1=C2N=CN=C1OC)N cyclopropylmethyl-7-(((3aS,4R,6R,6aR)-6-(4-methoxy-7H-pyrrolo[2,3-d]pyrimidin-7-yl)-2,2-dimethyltetrahydrothieno[3,4-d][1,3]dioxol-4-yl)methoxy)quinolin-2-amine